Dimethyl-n-butoxysilane C[SiH](OCCCC)C